6-(propylcarbamoyl)-3-(9-((4-sulfamoylbenzyl)carbamoyl)-4,5-dihydrobenzo[b]thieno[2,3-d]oxepin-8-yl)picolinic acid C(CC)NC(=O)C1=CC=C(C(=N1)C(=O)O)C=1C(=CC2=C(OCCC3=C2SC=C3)C1)C(NCC1=CC=C(C=C1)S(N)(=O)=O)=O